2-[[2-(oxetan-3-yl)acetyl]amino]-4-[2-phenoxyethyl-[4-(5,6,7,8-tetrahydro-1,8-naphthyridin-2-yl)butyl]amino]butanoic acid O1CC(C1)CC(=O)NC(C(=O)O)CCN(CCCCC1=NC=2NCCCC2C=C1)CCOC1=CC=CC=C1